(R and S)-6-fluoro-N~2~-{2-methoxy-4-[1-(methylsulfonyl)ethyl]phenyl}-7-(8-methyl-2,3-dihydro-1H-pyrido[2,3-b][1,4]oxazin-7-yl)quinazoline-2,5-diamine FC1=C(C=2C=NC(=NC2C=C1C1=C(C2=C(OCCN2)N=C1)C)NC1=C(C=C(C=C1)[C@@H](C)S(=O)(=O)C)OC)N |r|